BrC1=CC(=C(N)C(=C1)C(F)(F)F)[N+](=O)[O-] 4-bromo-2-nitro-6-(trifluoromethyl)aniline